ClC=1C(=CC(=C2CN(C(C12)=O)[C@@H](C(=O)OCC)C1=C2N(C=N1)CCC2)F)I |r| Ethyl (2RS)-2-(7-chloro-4-fluoro-6-iodo-1-oxo-isoindolin-2-yl)-2-(6,7-dihydro-5H-pyrrolo[1,2-c]imidazol-1-yl)acetate